C(#C)C1=CC=C(CN2C3=NC=NC(=C3N=C2)N2CCN(CC2)C)C=C1 9-(4-ethynylbenzyl)-6-(4-methylpiperazin-1-yl)-9H-purine